CC1(OB(OC1(C)C)C=1C=C(C=CC1)C1=NC=NC=N1)C 6-[3-(4,4,5,5-tetramethyl-1,3,2-dioxaborolan-yl)phenyl]1,3,5-triazine